C(C1=CC=CC=C1)(=O)NC[C@@H](C(=O)OCC)[C@@H](C1=CC=CC=C1)O ethyl (2r,3s)-2-(benzamidomethyl)-3-hydroxy-3-phenylpropionate